N(=N\C(=O)[O-])/C(=O)[O-] (E)-diazene-1,2-dicarboxylate